N[Ni] aminyl-nickel